COC1=C(C=CC(=C1)C(F)(F)F)C1=NN=C(C(N1C)=O)NC1CC(CN(C1)C(=O)OC(C)(C)C)(C)C tert-butyl 5-((3-(2-methoxy-4-(trifluoromethyl)phenyl)-4-methyl-5-oxo-4,5-dihydro-1,2,4-triazin-6-yl)amino)-3,3-dimethylpiperidine-1-carboxylate